[Ga].[Fe].[Ni] nickel-iron-gallium